N-(3-chloro-5-ethylisonicotinyl)-O-(3-(2-(5,6,7,8-tetrahydro-1,8-naphthyridin-2-yl)ethyl)cyclobutyl)-homoserine ClC1=C(CN[C@@H](CCOC2CC(C2)CCC2=NC=3NCCCC3C=C2)C(=O)O)C(=CN=C1)CC